C(C)(=O)C=1C=C(C=C2C(N3C(=NC12)N1C(CC3)CCCC1)=O)C 12-acetyl-10-methyl-2,3,4,4a,5,6-hexahydro-1H,8H-pyrido[1',2':3,4]pyrimido[2,1-b]quinazolin-8-one